3-fluoro-5-(4,4,5,5-tetramethyl-1,3,2-dioxaborolan-2-yl)-2-[1-(trifluoromethyl)cyclobutoxy]pyridine FC=1C(=NC=C(C1)B1OC(C(O1)(C)C)(C)C)OC1(CCC1)C(F)(F)F